C(C1=CC=CC=C1)N(C(C#CC1=CC=CC=C1)=O)C1=NOC(=N1)CCC1=CC=CC=C1 N-benzyl-N-(5-phenethyl-1,2,4-oxadiazol-3-yl)-3-phenylpropiolamide